(2-(1H-pyrazol-4-yl)-4-(2-(6-(trifluoromethyl)imidazo[1,2-a]pyridin-3-yl)pyrimidin-4-yl)piperazin-1-yl)(1,2,5-oxadiazol-3-yl)methanone N1N=CC(=C1)C1N(CCN(C1)C1=NC(=NC=C1)C1=CN=C2N1C=C(C=C2)C(F)(F)F)C(=O)C2=NON=C2